6-methyl-4-[(1-methylcyclopropyl)amino]-N-(1-methylpiperidin-4-yl)furo[2,3-d]pyrimidine-5-carboxamide CC1=C(C2=C(N=CN=C2NC2(CC2)C)O1)C(=O)NC1CCN(CC1)C